O1CCC(CC1)C(=CC=O)C 3-(3,4,5,6-tetrahydro-2H-pyran-4-yl)but-2-en-1-one